4-(2-{[1-(4-fluorophenyl)-4-methyl-1H-1,2,3-triazol-5-yl]methoxy}-5,6,7,8-tetrahydro-1,6-naphthyridine-6-carbonyl)-1λ6-thiane-1,1-dione FC1=CC=C(C=C1)N1N=NC(=C1COC1=NC=2CCN(CC2C=C1)C(=O)C1CCS(CC1)(=O)=O)C